OC1(CC(N(CC1)C1=NN(C(=C1)C)C1CC2(CN(C2)C(=O)OC(C)(C)C)C1)(C)C)C Tert-butyl 6-(3-(4-hydroxy-2,2,4-trimethylpiperidin-1-yl)-5-methyl-1H-pyrazol-1-yl)-2-azaspiro[3.3]heptane-2-carboxylate